C(C1=CC=CC=C1)ON1[C@@H]2CC[C@H](N(C1=O)C2)C(NC(=O)C2=CN=CO2)=N N-(((2S,5R)-6-(benzyloxy)-7-oxo-1,6-diazabicyclo[3.2.1]octan-2-yl)(imino)methyl)oxazole-5-carboxamide